FC1=CC=C2C=CC(N(C2=C1O)C)=O 7-fluoro-8-hydroxy-1-methylquinolin-2(1H)-one